C[C@@H]1N(C2=CC=CC=C2[C@H](C1)C1=CC=C(C=C1)NC(=O)N1CCNCC1)C(CC)=O N-(4-(((2S,4R)-2-Methyl-1-propionyl-1,2,3,4-tetrahydroquinolin-4-yl))phenyl)piperazine-1-carboxamide